(R)-tert-butyl (3-((1-((4-amino-6-methylpyrimidin-2-yl)methoxy)propan-2-yl)carbamoyl)-6-chloroimidazo[1,2-b]pyridazin-8-yl)(methyl)carbamate NC1=NC(=NC(=C1)C)COC[C@@H](C)NC(=O)C1=CN=C2N1N=C(C=C2N(C(OC(C)(C)C)=O)C)Cl